4-[1-(3,6-Dimethylpyrazin-2-yl)ethoxy]-6-[5-methyl-1-[1-(oxetan-3-yl)-4-piperidinyl]triazol-4-yl]pyrazolo[1,5-a]pyridine-3-carbonitrile CC=1C(=NC(=CN1)C)C(C)OC=1C=2N(C=C(C1)C=1N=NN(C1C)C1CCN(CC1)C1COC1)N=CC2C#N